7-bromo-2-(1-(tert-butoxycarbonyl)-1,2,3,6-tetrahydropyridin-4-yl)-6-(3,4-dimethoxyphenyl)-5H-pyrrolo[2,3-b]pyrazine-5-carboxylic acid tert-butyl ester C(C)(C)(C)OC(=O)N1C(=C(C=2C1=NC=C(N2)C=2CCN(CC2)C(=O)OC(C)(C)C)Br)C2=CC(=C(C=C2)OC)OC